(4aR,6R,7R,7aR)-6-(4-aminopyrrolo[2,1-f][1,2,4]triazin-7-yl)-2,2-di-tert-butyl-6-cyanotetrahydro-4H-furo[3,2-d][1,3,2]dioxasilin-7-yl 2-phenylacetate C1(=CC=CC=C1)CC(=O)O[C@H]1[C@](O[C@H]2[C@H]1O[Si](OC2)(C(C)(C)C)C(C)(C)C)(C#N)C2=CC=C1C(=NC=NN12)N